4-(3-(4-fluorophenyl)-1-(tetrahydrothiophen-3-yl)-1H-pyrazol-4-yl)-6-phenylfuro[2,3-d]pyrimidine FC1=CC=C(C=C1)C1=NN(C=C1C=1C2=C(N=CN1)OC(=C2)C2=CC=CC=C2)C2CSCC2